C1(=CC(=CC=C1)C(=O)[O-])C(=O)[O-] 1,3-benzenedicarboxylate